ClC1=NC(=C2C(=N1)N(N=C2)[C@H]2[C@@H]([C@@H]([C@H](O2)COP(=O)(O)CP(O)(O)=O)O)O)NCC2=C(C=CC=C2)Cl ({[(2R,3S,4R,5R)-5-(6-chloro-4-{[(2-chlorophenyl)methyl]amino}-1H-pyrazolo[3,4-d]pyrimidin-1-yl)-3,4-dihydroxyoxolan-2-yl]methoxyl(hydroxy)-phosphoryl}methyl)phosphonic acid